COC=CC1(CCOCC1)C1=NC=CC=C1 2-(4-(2-Methoxyvinyl)tetrahydro-2H-pyran-4-yl)pyridine